3-(3-phenylpropyl)-5-[(2S,4S)-1-tert-butoxycarbonyl-4-phenylpyrrolidin-2-yl]-1,2,4-oxadiazole C1(=CC=CC=C1)CCCC1=NOC(=N1)[C@H]1N(C[C@@H](C1)C1=CC=CC=C1)C(=O)OC(C)(C)C